N1C=C(C2=CC=CC=C12)CCN(C)CC1=CC(=CC=C1)CO N-(2-(1H-indol-3-yl)ethyl)-N-(3-hydroxymethylbenzyl)methan-1-amine